(7-amino-1-methyl-pyrazolo[3,4-c]pyridin-4-yl)-2-oxo-2-[(2R,5S)-2-(1,3-benzothiazol-5-yl)-5-methyl-1-piperidyl]acetamide NC=1N=CC(=C2C1N(N=C2)C)NC(C(N2[C@H](CC[C@@H](C2)C)C=2C=CC1=C(N=CS1)C2)=O)=O